(S)-8-(pyridin-3-yl)-3-(3,3,3-trifluoro-2-hydroxypropyl)-6-(5-(trifluoromethyl)pyridin-2-yl)pyrido[3,4-d]pyrimidin-4(3H)-one N1=CC(=CC=C1)C1=NC(=CC2=C1N=CN(C2=O)C[C@@H](C(F)(F)F)O)C2=NC=C(C=C2)C(F)(F)F